ClC1=CC=C(N=N1)NC=1C(=CC=CC1)N N1-(6-chloropyridazin-3-yl)benzene-1,2-diamine